2-(3-azabicyclo[3.2.1]oct-1-yl)acetamide C12(CNCC(CC1)C2)CC(=O)N